C(=C(CCCCCCCCCCCC)O)O 1,2-tetradecenediol